The molecule is a kaempferol O-glucoside that is kaempferol attached to a beta-L-glucopyranosyl moiety at position 5 via a glycosidic linkage. It has a role as a metabolite. It is a beta-L-glucoside, a kaempferol O-glucoside, a monosaccharide derivative, a trihydroxyflavone and a member of flavonols. It derives from a beta-L-glucose. C1=CC(=CC=C1C2=C(C(=O)C3=C(O2)C=C(C=C3O[C@@H]4[C@H]([C@@H]([C@H]([C@@H](O4)CO)O)O)O)O)O)O